5-[(2-cyclopropyl-7,8-dimethoxy-2H-1-benzopyran-5-yl)methyl]-2,4-pyrimidine-diamine C1(CC1)C1OC2=C(C=C1)C(=CC(=C2OC)OC)CC=2C(=NC(=NC2)N)N